BrC=1C=C(C=CC1)C(=O)C1=CNC2=CC=CC=C2C1C1=CC=CC=C1 (3-bromophenyl)(4-phenyl-1,4-dihydro-quinolin-3-yl)methanone